(19R)-3-ethyl-16-fluoro-10,19-dimethyl-20-oxa-9-thia-3,4,5,11,23-pentaazapentacyclo[19.3.1.02,6.08,12.013,18]pentacosa-1(24),2(6),4,8(12),10,13,15,17,21(25),22-decaen-22-amine C(C)N1C=2C3=CN=C(C(O[C@@H](C4=CC(=CC=C4C=4N=C(SC4CC2N=N1)C)F)C)=C3)N